N-(2-amino-2-oxoethyl)-3-{2-[(3,5-dimethylphenyl)amino]pyrimidin-4-yl}-1-methyl-1H-pyrazole-5-carboxamide NC(CNC(=O)C1=CC(=NN1C)C1=NC(=NC=C1)NC1=CC(=CC(=C1)C)C)=O